C1(CCC2=CC=CC=C12)NC(C=CC1=CC=C2C(=NNC2=C1)C)=O N-(2,3-dihydro-1H-inden-1-yl)-3-(3-methyl-1H-indazol-6-yl)acrylamide